OC1CC=2C=C(C=NC2CC1)NC=1N=CC2=C(N1)CN(CC2)C(=O)OC(C)(C)C tert-butyl 2-[(6-hydroxy-5,6,7,8-tetrahydroquinolin-3-yl)amino]-5H,6H,7H,8H-pyrido[3,4-d]pyrimidine-7-carboxylate